1-[2-chloro-3-(3-chloro-5-fluoro-phenoxy)-6-(difluoromethylsulfonyl)phenyl]-N,N-dimethyl-methanamine ClC1=C(C(=CC=C1OC1=CC(=CC(=C1)F)Cl)S(=O)(=O)C(F)F)CN(C)C